FC1=NC(=NC2=CC=CC=C12)CSC1CCOCC1 fluoro-2-(((tetrahydro-2H-pyran-4-yl)thio)methyl)quinazolin